N1N=CC(=C1)C1=CC=C(C=C1)NC1=NC(=NC(=C1)OCCN(C)C)C=1C=C2CN(CC2=CC1)C(=O)C1CC(C1)(F)F (5-(4-((4-(1H-pyrazol-4-yl)phenyl)amino)-6-(2-(dimethylamino)ethoxy)pyrimidin-2-yl)isoindolin-2-yl)(3,3-difluorocyclobutyl)methanone